BrC1OC2=C(C1Br)C=CC=C2 2,3-dibromo-2,3-dihydrobenzofuran